N-(2-aminoethyl)-3-aminopropyl tetrasiloxane ethyl 1-(3-chloropyridin-2-yl)-3-(thietan-3-yloxy)-4,5-dihydro-1H-pyrazole-5-carboxylate ClC=1C(=NC=CC1)N1N=C(CC1C(=O)OCC)OC1CSC1.NCCNCCC[SiH2]O[SiH2]O[SiH2]O[SiH3]